N-((4,4-difluorocyclohexyl)methylene)-2-methylpropan-2-sulfinamide FC1(CCC(CC1)C=NS(=O)C(C)(C)C)F